NCC(=O)N[C@@H](C)C(=O)O |r| GLYCYL-DL-ALANINE